N-(5-Cyano-6-(2H-1,2,3-triazol-2-yl)pyridin-3-yl)-1-(thiazolo[5,4-d]-pyrimidin-7-yl)-5-(trifluoromethyl)-1H-pyrazol-4-carboxamid C(#N)C=1C=C(C=NC1N1N=CC=N1)NC(=O)C=1C=NN(C1C(F)(F)F)C=1C2=C(N=CN1)SC=N2